COC(CC(C(CF)=O)NC(=O)OC(C)(C)C)=O 3-[[tert-butoxycarbonyl]amino]-5-fluoro-4-oxo-pentanoic acid methyl ester